O1COC2=C1C=CC=C2C2=NNC(=C2)NC(C2=CC=C(C=C2)CN2CCN(CC2)CC)=O N-(3-(benzo[d][1,3]dioxol-4-yl)-1H-pyrazol-5-yl)-4-((4-ethylpiperazin-1-yl)methyl)benzamide